2,2-dimethyl-1,3-propanediol vinylphosphonate C(=C)P(O)(O)=O.CC(CO)(CO)C